CC([O-])C.CC([O-])C.CC([O-])C.[Ti+4] Titanium (IV) triisopropoxide